(E)-3-methyl-2-(4-(4-methylpiperazino)styryl)benzo[d]thiazole CN1C(SC2=C1C=CC=C2)\C=C\C2=CC=C(C=C2)N2CCN(CC2)C